γ-ethyl-L-glutaminate C(C)C(C[C@H](N)C(=O)[O-])C(N)=O